2-(Azetidine-1-carbonylamino)-N-[5-[(5-cyclopropyloxypyridin-2-yl)carbamoyl]-4-fluoro-2-methylphenyl]-1,3-thiazole-5-carboxamide N1(CCC1)C(=O)NC=1SC(=CN1)C(=O)NC1=C(C=C(C(=C1)C(NC1=NC=C(C=C1)OC1CC1)=O)F)C